(3aR,4R,7aS)-2-(5-(6-isopropyl-2-methoxypyridin-3-yl)imidazo[2,1-b][1,3,4]thiadiazol-2-yl)-2,3,3a,4,7,7a-hexahydro-1H-isoindol-4-amine C(C)(C)C1=CC=C(C(=N1)OC)C1=CN=C2SC(=NN21)N2C[C@H]1CC=C[C@H]([C@H]1C2)N